(3,4-Dichlorophenyl)(2-methyl-2,5,6,9,10,12-hexahydropyrazolo[3,4-c]pyrido[4',3':3,4]-pyrazolo[1,5-a]azepin-11(4H)-yl)methanone ClC=1C=C(C=CC1Cl)C(=O)N1CC=2C(=NN3C2C=2C(CCC3)=CN(N2)C)CC1